7,9-dimethyl-3-[1-(2,2,3,3,3-pentafluoropropyl)-1H-pyrazol-4-yl]-2-(trifluoromethyl)-4H-pyrazino[1,2-a]pyrimidin-4-one CC=1N=C(C=2N(C(C(=C(N2)C(F)(F)F)C=2C=NN(C2)CC(C(F)(F)F)(F)F)=O)C1)C